methyl-2-methyl-6-oxo-1,6-dihydropyrimidin-4-yl 4-methylbenzene-1-sulfonate CC1=CC=C(C=C1)S(=O)(=O)OC=1N=C(N(C(C1)=O)C)C